BrC=1C(NC(=NC1)C)=O 5-bromo-2-methylpyrimidin-4(3H)-one